2,2-dimethyl-6-(1-methyl-1H-pyrazol-4-yl)-3,6-dihydro-2H-pyran-4-yl 1,1,2,2,3,3,4,4,4-nonafluorobutane-1-sulfonate FC(C(C(C(F)(F)F)(F)F)(F)F)(S(=O)(=O)OC=1CC(OC(C1)C=1C=NN(C1)C)(C)C)F